2-amino-N-((1R,4R)-4-hydroxycyclohexyl)-5-(4-((1R,5S)-3-(2-methoxyethyl)-3-azabicyclo[3.1.0]hex-1-yl)phenyl)nicotinamide NC1=C(C(=O)NC2CCC(CC2)O)C=C(C=N1)C1=CC=C(C=C1)[C@@]12CN(C[C@H]2C1)CCOC